BrC1=CC2=CN(N=C2C=C1OC)[C@@H]1C[C@H]([C@H](CC1)O)C |r| rac-(1S,2R,4S)-4-(5-bromo-6-methoxy-2H-indazol-2-yl)-2-methylcyclohexan-1-ol